O=C1NC(CCC1C1=CC=C(C=C1)N1CCN(CC1)CC1CCC(CC1)N1N=C2C=C(C(=CC2=C1)C(=O)NC1=CN=C2N1N=CC=C2)OC)=O 2-((1r,4r)-4-((4-(4-(2,6-dioxopiperidin-3-yl)phenyl)piperazin-1-yl)methyl)cyclohexyl)-N-(imidazo[1,2-b]pyridazin-3-yl)-6-methoxy-2H-indazole-5-carboxamide